NC1=NC(=NC=C1C=O)SC 4-amino-2-(methylthio)pyrimidine-5-carbaldehyde